6-chloro-N,N-dimethylpyrido[3,2-d]pyrimidin-4-amine ClC=1C=CC=2N=CN=C(C2N1)N(C)C